(2r,4s)-2-phenylpiperidine-4-carboxylic acid methyl ester COC(=O)[C@@H]1C[C@@H](NCC1)C1=CC=CC=C1